ClC1=C(C=CC=C1)C1=NN=C(S1)CNC(=O)C=1N=NN(C1)C=1C(=NC(=CC1)C)C N-((5-(2-chlorophenyl)-1,3,4-thiadiazol-2-yl)methyl)-1-(2,6-dimethylpyridin-3-yl)-1H-1,2,3-triazole-4-carboxamide